OCC1=C(C2=CC(N=C2C=C1)=O)C=1C=CC=2N(C1)C=C(N2)NC(=O)C2CC2 N-(6-(5-(hydroxymethyl)-2-oxoindol-4-yl)imidazo[1,2-a]pyridin-2-yl)cyclopropanecarboxamide